C(C1CC=CO1)=O dihydrofurfural